C(=O)O.N1[C@H](CCC1)C(=O)N=[S@@](=O)(C)C=1C=C(C=CC1)NC(C1=C(N=CC(=C1C)C(F)(F)F)OC=1C(=NC(=CC1)F)C)=O N-(3-((R)-N-(D-prolyl)-S-methylsulfonimidoyl)phenyl)-2-((6-fluoro-2-methylpyridin-3-yl)oxy)-4-methyl-5-(trifluoromethyl)nicotinamide formate